NCC#CCN1C(N(C(N(C1=O)CC#C)=O)CC#C)=O 1-(4-amino-but-2-ynyl)-3,5-di-prop-2-ynyl-[1,3,5]triazine-2,4,6-trione